2,6-bis[3-(9H-carbazol-9-yl)phenyl]pyrazine C1=CC=CC=2C3=CC=CC=C3N(C12)C=1C=C(C=CC1)C1=NC(=CN=C1)C1=CC(=CC=C1)N1C2=CC=CC=C2C=2C=CC=CC12